OC1(CC(C1)C(=O)N1CC2(C1)C[C@@H](CC2)C2=CC(=C(C=C2)C)C(F)(F)F)C |r| (rac)-((1s,3s)-3-hydroxy-3-methylcyclobutyl)(6-(4-methyl-3-(trifluoromethyl)phenyl)-2-azaspiro[3.4]oct-2-yl)methanone